CN1CC2=C(CC1=O)NN=C2C(=O)N2CCC(CC2)C2=C(C=CC=C2)C(F)(F)F 5-methyl-3-(4-(2-(trifluoromethyl)phenyl)piperidin-1-carbonyl)-1,4,5,7-tetrahydro-6H-pyrazolo[4,3-c]pyridin-6-one